[2-(6-chlorooxazolo[5,4-b]pyridin-2-yl)-2-azaspiro[3.3]heptan-6-yl]-5-methylsulfonyl-furan-2-carboxamide ClC=1C=C2C(=NC1)OC(=N2)N2CC1(C2)CC(C1)C1=C(OC(=C1)S(=O)(=O)C)C(=O)N